6-(2,4-dimethoxypyrimidin-5-yl)-2-methyl-4-(2-(trifluoromethyl)cyclopropyl)pyridazin-3(2H)-one COC1=NC=C(C(=N1)OC)C=1C=C(C(N(N1)C)=O)C1C(C1)C(F)(F)F